ClC=1N=C(NC1)C=1N=CN2C1C=CC(=C2F)C=2C(=C(C=CC2F)C2=C(C(=NC=C2)OC)S(=O)(=O)N)F 3-[1-(4-chloro-1H-imidazol-2-yl)-5-fluoroimidazo[1,5-a]pyridin-6-yl]-2,4-difluorophenyl-2-methoxypyridine-3-sulfonamide